N-[1-methyl-1-(3-pyridinyl)ethyl]methanesulfonamide CC(C)(C=1C=NC=CC1)NS(=O)(=O)C